COC1=NC=C(C(=N1)OC)C1=C(C=CC=C1)N1C=NC=2C1=NC=C(C2)CC(CF)O 3-(3-((2,4-dimethoxypyrimidin-5-yl)phenyl)-3H-imidazo[4,5-b]pyridin-6-yl)-1-fluoropropane-2-ol